CC(COC1=NC(=CC=C1)C)(C)NC(C[C@H]1N(CCC1)C)=O (S)-N-(2-methyl-1-((6-methylpyridin-2-yl)oxy)propan-2-yl)-2-(1-methylpyrrolidin-2-yl)acetamide